OC1=NC(=C(C(=N1)O)C=O)O 2,4,6-TRIHYDROXYPYRIMIDINE-5-CARBOXALDEHYDE